C(C)N1[C@@H](CN(C[C@@H]1C)C1=CC=C(C=2N=CC=NC12)C(=O)NC=1C=C(C=2N(C1)C=C(N2)C)F)C 8-[(3R,5S)-4-ethyl-3,5-dimethyl-piperazin-1-yl]-N-(8-fluoro-2-methyl-imidazo[1,2-a]pyridin-6-yl)quinoxaline-5-carboxamide